4-((2,5-dimethyl-4,5-dihydro-2H-[1,2,3]triazolo[4,5-c]quinolin-6-yl-4,4-d2)amino)-N-(methyl-d3)-6-(3-methylureido)pyridazine-3-carboxamide CN1N=C2C(C(N(C=3C(=CC=CC23)NC2=C(N=NC(=C2)NC(=O)NC)C(=O)NC([2H])([2H])[2H])C)([2H])[2H])=N1